Cl.CC=1C=C(OCCN(C2(CCOCC2)C(=O)NC2(CC2)C2=CC=C(C(=O)O)C=C2)C)C=CC1 4-[1-[[4-[2-(3-Methylphenoxy)ethyl-methyl-amino]tetrahydropyran-4-carbonyl]amino]cyclopropyl]benzoic acid, hydrochloride